OC(CNCCCCCC)CO 6-(2,3-dihydroxypropylamino)hexane